CN1C(=NC(=C1)C(F)(F)F)C1CCNCC1 4-[1-methyl-4-(trifluoromethyl)imidazol-2-yl]piperidine